N-(3-(trifluoromethoxy)benzyl)-4-phenoxybenzamide FC(OC=1C=C(CNC(C2=CC=C(C=C2)OC2=CC=CC=C2)=O)C=CC1)(F)F